C1(=C(C(=CC(=C1)C)C)S(=O)(=O)[O-])C.N[N+]1=C(C(=NC(=C1)C1=CC=C(C=C1)C(F)F)C=1C=NN(C1)C1CC1)N 1,2-diamino-3-(1-cyclopropyl-1H-pyrazol-4-yl)-5-(4-(difluoromethyl)phenyl)pyrazin-1-ium mesitylenesulfonate